[Cl-].C[N+](CC(C)NC(C(=C)C)=O)(C)C trimethyl-(2-methacrylamidopropyl)ammonium chloride